7-(((S)-2-isopropylpiperazin-1-yl)methyl)-N-(3-((1s,3R)-3-methyl-1-(4-methyl-4H-1,2,4-triazol-3-yl)cyclobutyl)phenyl)-1H-pyrrolo[3,2-b]pyridine-5-carboxamide C(C)(C)[C@@H]1N(CCNC1)CC1=C2C(=NC(=C1)C(=O)NC1=CC(=CC=C1)C1(CC(C1)C)C1=NN=CN1C)C=CN2